C(CCCCCCCCCCCCCC#C)OCCCO 3-(hexadec-15-yn-1-yloxy)propan-1-ol